(7S,8aS)-7-(3-([1,2,4]triazolo[1,5-a]pyridin-5-yl)propyl)-2-(6-methoxypyridin-3-yl)hexahydropyrrolo[1,2-a]pyrazin-6(2H)-one N=1C=NN2C1C=CC=C2CCC[C@H]2C[C@@H]1N(CCN(C1)C=1C=NC(=CC1)OC)C2=O